C1(CC1)CC1=C(C(=NN1C=1SC=C(N1)C(=O)O)C=1C=C(C(=CC1)F)C1=CC(=CC(=C1)C)C)CC1=CC(=C(C=C1)S(N)(=O)=O)F 2-(5-(cyclopropylmethyl)-3-(6-fluoro-3',5'-dimethyl-[1,1'-biphenyl]-3-yl)-4-(3-fluoro-4-sulfamoylbenzyl)-1H-pyrazol-1-yl)thiazole-4-carboxylic acid